7-(2-Hydroxyethyl)-1,3-dimethyl-8-phenyl-3,6-dihydroimidazo[4,5-d]pyrrolo[2,3-b]pyridin-2(1H)-on OCCC1=C(C=2C(=NC=C3C2N(C(N3C)=O)C)N1)C1=CC=CC=C1